1-[4-(4,4-difluoropiperidine-1-carbonyl)phenyl]-2,3-dihydroindole-5-carbonitrile FC1(CCN(CC1)C(=O)C1=CC=C(C=C1)N1CCC2=CC(=CC=C12)C#N)F